CC1=C(C(=O)N[C@@H](CCOC2CC(C2)CCC2=NC=3NCCCC3C=C2)C(=O)O)C(=CC(=C1)CN1CCN(CC1)C)C N-(2,6-dimethyl-4-((4-methylpiperazin-1-yl)methyl)benzoyl)-O-((1R,3R)-3-(2-(5,6,7,8-tetrahydro-1,8-naphthyridin-2-yl)ethyl)cyclobutyl)-L-homoserine